C(C)(C)(C)OC(=O)N1CCN(CC1)C1=NC(=NC2=C(C(=C(C=C12)Cl)Br)F)F.C(=O)C=1C(=CC(=C2C(=C(C(OC12)=O)CCC(=O)NCCN1CCOCC1)C)OC)O 3-(8-formyl-7-hydroxy-5-methoxy-4-methyl-2-oxo-2H-chromen-3-yl)-N-(2-morpholinoethyl)propanamide tert-butyl-4-(7-bromo-6-chloro-2,8-difluoroquinazolin-4-yl)piperazine-1-carboxylate